3-(3-fluoro-4-(4-(hydroxymethyl)-2-methylpiperidin-1-yl)phenyl)piperidine FC=1C=C(C=CC1N1C(CC(CC1)CO)C)C1CNCCC1